3-(2-Methoxyphenyl)-9H-xanthen-1-ol COC1=C(C=CC=C1)C=1C=C(C=2CC3=CC=CC=C3OC2C1)O